CN1N=CC(=C1C)S(=O)(=O)N1CCC(CC1)C=1C(=CC=2N(N1)N=CN2)C 6-(1-((1,5-dimethyl-1H-pyrazol-4-yl)sulfonyl)piperidin-4-yl)-7-methyl-[1,2,4]triazolo[1,5-b]pyridazine